N-(5-chloro-4-methyl-2-nitrobenzyl)-2-methoxyethan-1-amine ClC=1C(=CC(=C(CNCCOC)C1)[N+](=O)[O-])C